FC(C=1C=CC=C(C1)[C@@H](C)NC1=NC(=NC2=CC(=C(C=C12)OCCCCCCCN1CCCCC1)OC)C)(F)F (R)-N-(1-(5-(trifluoromethyl)phenyl)ethyl)-7-methoxy-2-methyl-6-((7-(piperidin-1-yl)heptyl)oxy)quinazolin-4-amine